BrC=1C=CC=C2C(=NC(=NC12)NC1=NN(C=C1)C)N[C@H](C)C1CC1 (R)-8-bromo-N4-(1-cyclopropylethyl)-N2-(1-methyl-1H-pyrazol-3-yl)quinazoline-2,4-diamine